C(=O)(O)CCOCCN(CCN)CC(=O)O.[Na] sodium N'-carboxyethoxyethyl-N'-carboxymethylethylenediamine